CC1=CC(=CC=C1)\C=C\C1=CC=CC=C1 4-methyl-2-(E)-styryl-benzene